[IH2+].C(CCCCCCCCCCC)C1=CC=CC=C1 dodecylbenzene iodonium salt